2-propyl-isoindoline-1,3-dione C(CC)N1C(C2=CC=CC=C2C1=O)=O